F[P-](F)(F)(F)(F)F.[N+]1(=NNC2=C1C=CC=C2)[O-] 3H-benzotriazole-1-oxide hexafluorophosphate salt